6-(2,4-Dichlorophenyl)-5-(4-(4-isopropylpiperazin-1-yl)phenyl)-7,8-dihydronaphthalene-2-carboxylic acid ClC1=C(C=CC(=C1)Cl)C1=C(C=2C=CC(=CC2CC1)C(=O)O)C1=CC=C(C=C1)N1CCN(CC1)C(C)C